4-[(2S)-3-amino-2-(dimethylamino)propyl]-3-chlorobenzamide NC[C@H](CC1=C(C=C(C(=O)N)C=C1)Cl)N(C)C